FC=1C=C(C(=NC1)C)B1OC(C(O1)(C)C)(C)C 5-fluoro-2-methyl-3-(4,4,5,5-tetramethyl-1,3,2-dioxaborolan-2-yl)pyridine